C(CCC)[C@@H]1N([C@H](C2=CC=C(C=C2C1)OC)C1=CC=C(C(=O)NC2CCC2)C=C1)C(CCl)=O 4-((1S,3S)-3-butyl-2-(2-chloroacetyl)-6-methoxy-1,2,3,4-tetrahydroisoquinolin-1-yl)-N-cyclobutylbenzamide